N1=CC=C(C=C1)C=1N=C(C2=C(N1)C=NC=C2)NC(C#N)CC [2-(pyridin-4-yl)pyrido[3,4-d]Pyrimidin-4-yl]Aminobutyronitrile